N6,2'-O-dimethyl-adenosine CNC=1C=2N=CN([C@H]3[C@H](OC)[C@H](O)[C@@H](CO)O3)C2N=CN1